3-fluoro-5-((1,3,3,4,4-pentafluoro-2a-hydroxy-2,2a,3,4-tetrahydro-1H-cyclopenta-[cd]inden-7-yl)oxy)benzonitrile FC=1C=C(C#N)C=C(C1)OC1=CC=C2C=3C(CC(C13)F)(C(C2(F)F)(F)F)O